para-menthancarboxyamide C1(CC(C(CC1)C(C)C)CC(=O)N)C